C1(CC1)[C@H](C)NC(=O)C=1C(=CC(=NC1)C(F)(F)F)N1C[C@@](CC1)(C)NC(OC(C)(C)C)=O tert-butyl ((S)-1-(5-(((S)-1-cyclopropylethyl)carbamoyl)-2-(trifluoromethyl)pyridin-4-yl)-3-methylpyrrolidin-3-yl)carbamate